C(C1=CC=CC=C1)OC(=O)NCC(=O)NCCOCCOCCOCCOCCC(=O)[O-] {N-([(benzyloxy)carbonyl]glycyl)amino}-3,6,9,12-tetraoxapentadecane-15-oate